1-tert-Butyl-N-(3-cyano-4-methyl-1H-indol-7-yl)pyrazol-4-sulfonamid C(C)(C)(C)N1N=CC(=C1)S(=O)(=O)NC=1C=CC(=C2C(=CNC12)C#N)C